FC(OCCN(C(=O)C=1C=NN2C1CN(CC2)C(=O)C=2NC1=CC=CC=C1C2)C)F N-[2-(difluoromethoxy)ethyl]-5-(1H-indole-2-carbonyl)-N-methyl-4H,5H,6H,7H-pyrazolo[1,5-a]pyrazine-3-carboxamide